BrC=1C=C(C=CC1F)CN1CC2(CC1)CCN(CC2)C 2-[(3-bromo-4-fluoro-phenyl)methyl]-8-methyl-2,8-diazaspiro[4.5]decane